1-(4-(3-isopropyl-2-(2-methylpyridin-4-yl)-1H-indol-5-yl)piperidine-1-carbonyl)cyclopropane-1-carbonitrile C(C)(C)C1=C(NC2=CC=C(C=C12)C1CCN(CC1)C(=O)C1(CC1)C#N)C1=CC(=NC=C1)C